(R)-(2-(4-((R)-1-(benzo[d]thiazol-5-yl)ethyl)piperazin-1-yl)pyrimidin-5-yl)(imino)(methyl)-λ6-sulfanone S1C=NC2=C1C=CC(=C2)[C@@H](C)N2CCN(CC2)C2=NC=C(C=N2)[S@](=O)(C)=N